N1C[C@@H](CCC1)C1=CC=C(C=C1)NC(C1=CC(=CC=C1)C(F)(F)F)=O (S)-N-(4-(Piperidin-3-yl)-phenyl)-3-(trifluoromethyl)-benzamid